2-chloro-3-[2-(dimethylamino)ethyl]-1H-indol-4-yl butyrate C(CCC)(=O)OC1=C2C(=C(NC2=CC=C1)Cl)CCN(C)C